(±)-3-(4-bromophenyl)tetrahydropyran-3-carboxamide BrC1=CC=C(C=C1)[C@]1(COCCC1)C(=O)N |r|